tert-butyl ((1R,3S)-3-((2-cyano-6-nitrophenyl)amino)cyclohexyl)carbamate C(#N)C1=C(C(=CC=C1)[N+](=O)[O-])N[C@@H]1C[C@@H](CCC1)NC(OC(C)(C)C)=O